1-(piperidin-1-ylmethyl)cyclopropan-1-amine N1(CCCCC1)CC1(CC1)N